FC=1C=C(C=C(C1)F)[C@@H]1CC[C@H]2OC3(C(N21)=O)CCN(CC3)C(=O)C3=C(OC=C3)C(F)(F)F (5'S,7a'R)-5'-(3,5-difluorophenyl)-1-[2-(trifluoromethyl)-furan-3-carbonyl]-tetrahydro-3'H-spiro-[piperidine-4,2'-pyrrolo[2,1-b][1,3]-oxazol]-3'-one